NC=1C2=C(N=CN1)N(C(=C2C2=CC=C(C(=O)N(C)C1CCC1)C=C2)C2=CC=C(C=C2)NC(C(=C)C)=O)C 4-(4-amino-6-(4-methacrylamido-phenyl)-7-methyl-7H-pyrrolo[2,3-d]pyrimidin-5-yl)-N-cyclobutyl-N-methylbenzamide